rac-(R)-(4-fluorophenyl)(1-(2-hydroxyethyl)-8-methyl-3-(3-methyl-1,2,4-thiadiazol-5-yl)-5,6-dihydroimidazo[1,5-a]pyrazin-7(8H)-yl)methanone FC1=CC=C(C=C1)C(=O)N1[C@@H](C=2N(CC1)C(=NC2CCO)C2=NC(=NS2)C)C |r|